C1C=2C(CO1)CC1C(COC1)C2 hexahydro-1H,3H-benzo[1,2-c:4,5-c']difuran